trans-1,1'-(1,4-cyclohexanediyl)dipiperidinium [C@H]1(CC[C@H](CC1)[NH+]1CCCCC1)[NH+]1CCCCC1